9,9',9''-(4-(3-(6-methylpyridin-2-yl)phenyl)pyridine-2,3,6-triyl)tris(9H-carbazole) CC1=CC=CC(=N1)C=1C=C(C=CC1)C1=C(C(=NC(=C1)N1C2=CC=CC=C2C=2C=CC=CC12)N1C2=CC=CC=C2C=2C=CC=CC12)N1C2=CC=CC=C2C=2C=CC=CC12